(R)-4-(4-((6-((1-acryloylpiperidin-4-yl)amino)-7-methoxyquinazolin-4-yl)amino)-3-fluorophenoxy)-N-(tetrahydrofuran-3-yl)picolinamide C(C=C)(=O)N1CCC(CC1)NC=1C=C2C(=NC=NC2=CC1OC)NC1=C(C=C(OC2=CC(=NC=C2)C(=O)N[C@H]2COCC2)C=C1)F